BrC1=CC(=CC2=C1N(C=N2)CC)O 7-bromo-1-ethyl-1H-benzo[d]imidazol-5-ol